C2-acetamido-5-(3-iodopropyl)-1,3-thiazole-4-carboxylic acid ethyl ester C(C)OC(=O)C=1N=C(SC1CCCI)NC(C)=O